COC1=C(C=CC=C1OC)N1C(SC=C1C=1C=C(C(=O)NCCCCC=2SC=CC2)C=CC1)=O 3-(3-(2,3-dimethoxyphenyl)-4-thiazolinonyl)-N-(4-(thiophen-2-yl)butyl)benzamide